(E)-6-[4-(3-chloro-10,11-dihydro-5H-dibenzo[b,f]azepin-5-yl)butyl-methyl-amino]-1-phenyl-hex-4-en-3-one ClC=1C=CC2=C(N(C3=C(CC2)C=CC=C3)CCCCN(C/C=C/C(CCC3=CC=CC=C3)=O)C)C1